ClC1=C2C(=CC=3C(OC(=NC31)C=3N(N=C(C3)OC(F)F)C3=NC=CC=C3Cl)=O)C=CC=C2 10-chloro-2-[2-(3-chloro-2-pyridyl)-5-(difluoro-methoxy)pyrazol-3-yl]benzo[g][3,1]benzoxazin-4-one